tert-butyl N-[[3-bromo-4-(trifluoromethyl)phenyl]methyl]carbamate BrC=1C=C(C=CC1C(F)(F)F)CNC(OC(C)(C)C)=O